N-((1R,3S)-3-((6-methyl-2-(trifluoromethyl)quinolin-4-yl)amino)cyclohexyl)benzamide tert-Butyl-N-tert-butoxycarbonyl-N-(4,6-dichloro-5-methyl-pyrimidin-2-yl)carbamate C(C)(C)(C)OC(N(C1=NC(=C(C(=N1)Cl)C)Cl)C(=O)OC(C)(C)C)=O.CC=1C=C2C(=CC(=NC2=CC1)C(F)(F)F)N[C@@H]1C[C@@H](CCC1)NC(C1=CC=CC=C1)=O